[Li].[Al].[Si] silicon aluminum lithium